C(C)N(CCC1=CNC2=C(C=C(C=C12)OC)C)CC N,N-diethyl-2-(5-methoxy-7-methyl-1H-indol-3-yl)ethan-1-amine